Nα-methylleucine CN[C@@H](CC(C)C)C(=O)O